Cl.N[C@@H](CC(N)=O)C(=O)O l-asparagine hydrochloride